NC1=C(C(=O)OC)C=C(C(=C1)F)OCCCOC1=C(C=C(C(=C1)N)C(=O)OC)F methyl 2-amino-5-(3-(5-amino-2-fluoro-4-(methoxycarbonyl)phenoxy)propoxy)-4-fluorobenzoate